FC=1C=C(C=C(C1)C=1OC=CC1)CN (3-fluoro-5-(furan-2-yl)phenyl)methylamine